3-(2-fluoro-5-(trifluoromethoxy)phenyl)-1-methyl-1-(2-(1-methyl-1H-imidazo[1,2-b]pyrazole-7-carbonyl)-2-azaspiro[3.3]heptan-6-yl)urea FC1=C(C=C(C=C1)OC(F)(F)F)NC(N(C1CC2(CN(C2)C(=O)C2=C3N(N=C2)C=CN3C)C1)C)=O